1,3,4-triphenyl-6-(trifluoromethyl)pyridine-2(1H)-thione C1(=CC=CC=C1)N1C(C(=C(C=C1C(F)(F)F)C1=CC=CC=C1)C1=CC=CC=C1)=S